(S)-1-methyl-5-oxo-N-(5-((5-(trifluoromethyl)pyridin-2-yl)oxy)-2,3-dihydrobenzofuran-7-yl)pyrrolidine-2-carboxamide CN1[C@@H](CCC1=O)C(=O)NC1=CC(=CC=2CCOC21)OC2=NC=C(C=C2)C(F)(F)F